C1(=CC=CC=C1)[C@@H]1[C@H](C1)NC(=O)[C@@H]1CN(C[C@H]1C(=O)N[C@@H]1[C@H](C1)C1=CC=CC=C1)C(C1=CC=C(C=C1)[C@@H](C(F)(F)F)N1C[C@@H]([C@H](C1)NC(=O)NCCCCCCCCCCC)OC)=O |o1:36| (3S,4S)-N3,N4-bis((1S,2R)-2-phenylcyclopropyl)-1-(4-((S*)-2,2,2-trifluoro-1-((3S,4S)-3-methoxy-4-(3-undecylureido)pyrrolidin-1-yl)ethyl)benzoyl)pyrrolidine-3,4-dicarboxamide